1,2,3-trimethoxyphenanthridine COC1=C(C(=CC2=NC=C3C=CC=CC3=C12)OC)OC